C1(CC1)N(C(CC1=CC=CC2=CC=C(C=C12)OC)=O)C N-cyclopropyl-2-(7-methoxynaphthalen-1-yl)-N-methylacetamide